FC1=C(C=CC=C1OC)C1=C(N(C(N(C1=O)C[C@@H](C1=CC=CC=C1)NCCCC(=O)O)=O)CC1=C(C=CC=C1C(F)(F)F)F)C 4-((R)-2-[5-(2-fluoro-3-methoxy-phenyl)-3-(2-fluoro-6-trifluoromethyl-benzyl)-4-methyl-2,6-dioxo-3,6-dihydro-2H-pyrimidin-1-yl]-1-phenyl-ethylamino)-butyric acid